C[C@H]1N(C[C@@H]([C@H]([C@@H]1O)O)O)C[C@@H]1CN(CC1)C1=CSC=C1 (2R,3R,4R,5S)-2-methyl-1-(((R)-1-(thien-3-yl)pyrrolidin-3-yl)methyl)piperidine-3,4,5-triol